N=C1SCC(N1C1=C(C=CC(=C1)OC)OCC(F)(F)F)=O 2-imino-3-(5-methoxy-2-(2,2,2-trifluoroethoxy)phenyl)thiazolidin-4-one